N-(4-(1,1,1,3,3,3-hexafluoro-2-hydroxypropan-2-yl)phenyl)-3-methoxybenzamide FC(C(C(F)(F)F)(O)C1=CC=C(C=C1)NC(C1=CC(=CC=C1)OC)=O)(F)F